8-(2,7,7-trimethyl-2-norbornyloxycarbonyl)-tetracyclo[4.4.0.12,5.17,10]-3-dodecene CC1(C2CCC(C1)C2(C)C)OC(=O)C2C1C3C4C=CC(C3C(C2)C1)C4